8-bromo-7-fluoro-1-methyl-2-oxo-1,2-dihydroquinoline-4-carboxylic acid ethyl ester C(C)OC(=O)C1=CC(N(C2=C(C(=CC=C12)F)Br)C)=O